C(CCCCCCC\C=C/C\C=C/CCCCC)OCCCN 3-[(9Z,12Z)-octadeca-9,12-dien-1-yloxy]propane-1-amine